CC=1OC2=C(C1C(=O)O)C=C(C=C2)N2CC(C2)C2=CC=CC=C2 2-methyl-5-(3-phenylazetidin-1-yl)benzofuran-3-carboxylic acid